2,6-dimethyloct-7-en-2-yl (E)-3-(4-methoxyphenyl)acrylate COC1=CC=C(C=C1)/C=C/C(=O)OC(C)(CCCC(C=C)C)C